(imidazo[1,2-a]pyridin-8-ylmethyl)cyclohexane-1,4-diamine N=1C=CN2C1C(=CC=C2)CC2(CCC(CC2)N)N